CN1CCN(CC1)C1=CC(=C(C=C1)O)OC(F)(F)F 4-(4-methylpiperazin-1-yl)-2-(trifluoromethoxy)phenol